C(C1=CC=CC=C1)(C1=CC=CC=C1)NC1=C(C=CC(=C1)F)CC(C(=O)OC)C methyl 3-(2-((benzhydryl) amino)-4-fluorophenyl)-2-methylpropionate